FC(C1=CN=CO1)(F)F 5-(trifluoromethyl)oxazol